NCCN(C1=NC(=NC2=C(C(=C(C=C12)Cl)C1=CC(=CC2=CC=CC=C12)O)F)N1CC(C1)N(C)C)C (S or R)-4-(4-((2-aminoethyl)(methyl)-amino)-6-chloro-2-(3-(dimethylamino)azetidin-1-yl)-8-fluoroquinazolin-7-yl)naphthalen-2-ol